C1(=CC=CC=C1)N(C(CC)=O)CCN1CCN(CC1)CCC=1SC=CC1 N-phenyl-N-(2-(4-(2-(thiophen-2-yl)ethyl)piperazin-1-yl)ethyl)propanamide